3-amino-1-(3-(2-propylpentoxy)phenyl)propan-1-ol NCCC(O)C1=CC(=CC=C1)OCC(CCC)CCC